2-((6S,8S,9R,10S,11S,13S,14S)-6,9-difluoro-11-hydroxy-10,13-dimethyl-3-oxo-6,7,8,9,10,11,12,13,14,15-decahydro-3H-cyclopenta[a]phenanthren-17-yl)-2-oxoethyl acetate C(C)(=O)OCC(=O)C1=CC[C@H]2[C@@H]3C[C@@H](C4=CC(C=C[C@@]4([C@]3([C@H](C[C@]12C)O)F)C)=O)F